CN1C(C(CC2=CC=CC(=C12)OC1=CC(=CC=C1)C(F)(F)F)NC(OC(C)(C)C)=O)=O tert-butyl (1-methyl-2-oxo-8-(3-(trifluoromethyl)phenoxy)-1,2,3,4-tetrahydroquinolin-3-yl)carbamate